pyrimido[1,2-b]pyridazine-2-carboxylate N=1C(=CCN2N=CC=CC21)C(=O)[O-]